Cl.ClC=1C=CC(=C(CN2C[C@H](OCC2)CN)C1)OCC (R)-(4-(5-chloro-2-ethoxybenzyl)morpholin-2-yl)methanamine hydrochloride